N1-((3-methoxyphenyl)diphenylmethyl)-N1,N2-dimethylethane-1,2-diamine COC=1C=C(C=CC1)C(N(CCNC)C)(C1=CC=CC=C1)C1=CC=CC=C1